6-[3-(5-chloro-2-methoxypyridine-3-sulfonamido)-2,6-difluorophenyl]-5-methoxyimidazo[1,5-a]pyridine-1-carboxylic acid ClC=1C=C(C(=NC1)OC)S(=O)(=O)NC=1C(=C(C(=CC1)F)C=1C=CC=2N(C1OC)C=NC2C(=O)O)F